FC1=C(CNP(OCC)(=O)CC=2N=C3N(C=CC(=C3)C3=NOC(=N3)C(F)(F)F)C2)C=CC=C1 ethyl N-(2-fluorobenzyl)-P-((7-(5-(trifluoromethyl)-1,2,4-oxadiazol-3-yl)imidazo[1,2-a]pyridin-2-yl)methyl)phosphonamidate